C(C)(C)(C)OC(=O)N1CC(C1)C12CC(C1)(C2)C2=C(C=C(C=C2)Cl)S(=O)(=O)C 3-[3-(4-chloro-2-methylsulfonyl-phenyl)-1-bicyclo[1.1.1]pentanyl]azetidine-1-carboxylic acid tert-butyl ester